NC1(CCC2(N(CC3=CC(=CC=C23)F)C[C@H](CO)C)CC1)C(=O)O (1s,4S)-4-amino-5'-fluoro-2'-[(2R)-3-hydroxy-2-methylpropyl]-2',3'-dihydrospiro[cyclohexane-1,1'-isoindole]-4-carboxylic acid